FC(C(=O)[O-])(C(C(C(C(C(C(F)(F)F)(F)F)(F)F)(F)F)(F)F)(F)F)F.[NH4+].O water ammonium perfluorooctanoate